N-acetyl-N-(2-(N-(2-((3-chloro-4-morpholinophenyl)amino)-2-oxoethyl)-N-methylsulfamoyl)-6-iodo-4-methylphenyl)acetamide C(C)(=O)N(C(C)=O)C1=C(C=C(C=C1I)C)S(N(C)CC(=O)NC1=CC(=C(C=C1)N1CCOCC1)Cl)(=O)=O